(R)-N-(1-cyanocyclopropyl)-9-(5-(di-fluoromethyl)-1,3,4-thiadiazol-2-yl)-4-(1-(tetrahydrofuran-2-carbonyl)piperidin-4-yl)-9H-pyrimido[4,5-b]indole-7-sulfonamide C(#N)C1(CC1)NS(=O)(=O)C1=CC=C2C3=C(N(C2=C1)C=1SC(=NN1)C(F)F)N=CN=C3C3CCN(CC3)C(=O)[C@@H]3OCCC3